1-cyclopropyl-8-(8-(3-methyl-1,2,4-oxadiazol-5-yl)-8-azabicyclo[3.2.1]oct-3-yl)-2,8-diazaspiro[4.5]decan-3-one C1(CC1)C1NC(CC12CCN(CC2)C2CC1CCC(C2)N1C1=NC(=NO1)C)=O